N1=CC=NC2=CC(=CC=C12)C1=CNC=2N=C(N=CC21)NC2CCC1(COC1)CC2 5-(quinoxalin-6-yl)-N-(2-oxaspiro[3.5]nonan-7-yl)-7H-pyrrolo[2,3-d]pyrimidin-2-amine